O(C1=CC=CC=C1)[B-](OC1=CC=CC=C1)(OC1=CC=CC=C1)OC1=CC=CC=C1 tetraphenoxyborate